CN(C1=CC=C(C=C1)C1=CC(=C(C=C1)[C@@H](N(C(=O)[C@H]1[C@@H]2CC[C@H](C1)C2)C=2C=C(C=C(C2)F)/C=C/C(=O)OC)[2H])F)C methyl (E)-3-(3-((1R,2R,4S)-N-((S)-(4'-(dimethylamino)-3-fluoro-[1,1'-biphenyl]-4-yl)methyl-d)bicyclo[2.2.1]heptane-2-carboxamido)-5-fluorophenyl)acrylate